BrC1=CC(=NC=C1C)N 4-bromo-5-methylpyridin-2-amine